ClC1([C@@H]([C@H]1C1=CC(=C(C=C1)F)C(F)(F)F)C(=O)O)Cl.N[C@H](C(=O)N)CC1=CC=CC=C1 (S)-2-amino-3-phenylpropionamide (1S,3S)-2,2-dichloro-3-(4-fluoro-3-(trifluoromethyl)phenyl)cyclopropane-1-carboxylate